C(\C=C\C(=O)O)(=O)O.CN(C(CCN(CCC[C@@H](C(C)C)N1CC2(C1)CN(CC2)C=2N=CN=NC2OC2=C(C(=O)N(C(C)C)C(C)C)C=C(C=C2)F)C)=O)C (S)-2-((5-(2-(6-((3-(dimethylamino)-3-oxopropyl)(methyl)amino)-2-methylhexan-3-yl)-2,6-diazaspiro[3.4]octan-6-yl)-1,2,4-triazin-6-yl)oxy)-5-fluoro-N,N-diisopropylbenzamide fumarate